1-(2-(1-Methylpiperidin-4-yl)benzo[d]oxazol-6-yl)dihydropyrimidine-2,4(1H,3H)-dione CN1CCC(CC1)C=1OC2=C(N1)C=CC(=C2)N2C(NC(CC2)=O)=O